Phenyl-diisodecylphosphit C1(=CC=CC=C1)C(CCCCCCC(C)C)P([O-])([O-])([O-])CCCCCCCC(C)C